C(C)(C)(C)OC(=O)NCC(=O)NC(C(=O)OCC)C([C@H](CC)C)=O ethyl (4S)-2-(2-((tert-butoxycarbonyl)amino)acetamido)-4-methyl-3-oxohexanoate